4-(4-bromo-1H-indol-1-yl)-3-fluoropiperidine-1-carboxylate BrC1=C2C=CN(C2=CC=C1)C1C(CN(CC1)C(=O)[O-])F